CC1(CNC(C2=CC=C(C=C12)C1=CNC=2N=C(N=CC21)N[C@@H]2CC[C@@H](CC2)OC(F)(F)F)=O)C 4,4-dimethyl-6-(2-((cis-4-(trifluoromethoxy)cyclohexyl)amino)-7H-pyrrolo[2,3-d]pyrimidin-5-yl)-3,4-dihydroisoquinolin-1(2H)-one